3-(((7-(2-aminopyrimidin-4-yl)-2,3-dihydrofuro[3,2-c]pyridin-4-yl)amino)methyl)-N-((1-(tert-butyl)-5-oxopyrrolidin-3-yl)methyl)benzamide NC1=NC=CC(=N1)C=1C2=C(C(=NC1)NCC=1C=C(C(=O)NCC3CN(C(C3)=O)C(C)(C)C)C=CC1)CCO2